benzyl rac-((1R,2R,5S)-8-azabicyclo[3.2.1]octan-2-yl)carbamate [C@H]12[C@@H](CC[C@H](CC1)N2)NC(OCC2=CC=CC=C2)=O |r|